(S)-tert-butyl 3-(6-cyano-8-(2-((S)-1-hydroxyethyl)thieno[3,2-b]pyridin-7-yl)-3,4-dihydroquinolin-1(2H)-yl)pyrrolidine-1-carboxylate C(#N)C=1C=C2CCCN(C2=C(C1)C1=C2C(=NC=C1)C=C(S2)[C@H](C)O)[C@@H]2CN(CC2)C(=O)OC(C)(C)C